diisobutyl bis(ethylacetate) C(C)CC(=O)OCC(C)C.C(C)CC(=O)OCC(C)C